N-octadecyl-dimethyl-{3-(trimethoxysilyl)propyl}ammonium chloride [Cl-].C(CCCCCCCCCCCCCCCCC)[N+](CCC[Si](OC)(OC)OC)(C)C